C(C1=CC(O)=C(O)C=C1)=O protocatechualdehyde